3-(2-((6-chlorohexyl)oxy)ethoxy)propylmethanesulfonate ClCCCCCCOCCOCCCCS(=O)(=O)[O-]